C[C@@H]1N(CC1)C=1N=C(C2=C(N1)CCC2)C=2C=C(C=CC2)CN [3-[2-[(2S)-2-methylazetidin-1-yl]-6,7-dihydro-5H-cyclopenta[d]pyrimidin-4-yl]phenyl]methanamine